C(C)(C)(C)OC(=O)N1CCS(CC1)(=O)=O 1,1-dioxo-1lambda6-thiomorpholine-4-carboxylic acid tert-butyl ester